ClC1=CC=C(CN2C(NCC2=O)=O)C=C1 3-(4-chlorobenzyl)imidazolidine-2,4-dione